N-cyclopropyl-2-({3-[(E)-2-{4-[(pyrrolidin-1-yl)methyl]pyridin-2-yl}vinyl]-1H-indazol-6-yl}thio)benzamide C1(CC1)NC(C1=C(C=CC=C1)SC1=CC=C2C(=NNC2=C1)\C=C\C1=NC=CC(=C1)CN1CCCC1)=O